N1(CCOCC1)C1=CC=C(N)C=C1 (14S)-4-(4-morpholinyl)aniline